CC(C#C/C=C/CN(CCCCCCCCN)CC1=CC=CC2=CC=CC=C12)(C)C (E)-N1-(6,6-dimethylhept-2-en-4-yn-1-yl)-N1-(naphthalen-1-ylmethyl)octane-1,8-diamine